(S)-1-(3,3-difluoro-1-(trifluoromethyl)cyclobutane-1-carbonyl)-4,4-difluoropyrrolidine-2-carboxylic acid FC1(CC(C1)(C(=O)N1[C@@H](CC(C1)(F)F)C(=O)O)C(F)(F)F)F